1-(2-cyanoethyl)-2-methylimidazole C(#N)CCN1C(=NC=C1)C